(3Z)-1-iodo-7,7-dimethoxy-3-heptene ICC\C=C/CCC(OC)OC